2-(quinolin-6-yl)acetamide N1=CC=CC2=CC(=CC=C12)CC(=O)N